O1C=CC2=C1C=CC(=C2)NC(CC2=CC=C(OC(C(=O)O)(C)C)C=C2)=O 2-(4-(2-(benzofuran-5-ylamino)-2-oxoethyl)phenoxy)-2-methylpropanoic acid